BrC1=CC=C(C(=N1)C[C@@]1(C[C@H](N(CC1)S(=O)(=O)C1=C(C=CC=C1)C(F)(F)F)C)C(=O)OC)F methyl (2R,4R)-4-((6-bromo-3-fluoropyridin-2-yl)methyl)-2-methyl-1-((2-(trifluoromethyl) phenyl)sulfonyl)piperidine-4-carboxylate